C(C1=CC=CC=C1)OC1=C(OC2(CC2)C(=O)OC)C=C(C=C1)Br methyl 1-(2-(benzyloxy)-5-bromophenoxy)cyclopropane-1-carboxylate